1-[3-ethylsulfonyl-2-[1-oxo-6-(trifluoromethoxy)isoindolin-2-yl]imidazo[1,2-a]pyridin-7-yl]cyclopropane C(C)S(=O)(=O)C1=C(N=C2N1C=CC(=C2)C2CC2)N2C(C1=CC(=CC=C1C2)OC(F)(F)F)=O